Ethyl 5-amino-3-fluoro-2-(1-isobutyl-1H-pyrazol-4-yl)benzoate NC=1C=C(C(=C(C(=O)OCC)C1)C=1C=NN(C1)CC(C)C)F